COC(C1=CN=C(C(=C1)Br)NC1C(CN(CC1)C(=O)OC(C)(C)C)C)=O 5-bromo-6-((1-(tert-butoxycarbonyl)-3-methylpiperidin-4-yl)amino)nicotinic acid methyl ester